2-(5-(azetidin-1-yl)-4-((2S,5R)-2,5-dimethyl-4-nicotinoylpiperazin-1-yl)-7H-pyrrolo[2,3-d]pyrimidin-7-yl)isonicotinonitrile N1(CCC1)C1=CN(C=2N=CN=C(C21)N2[C@H](CN([C@@H](C2)C)C(C2=CN=CC=C2)=O)C)C=2C=C(C#N)C=CN2